C(C)(C)C1=CC=C(C=C1)OC(OC1=CC=C(C=C1)C(C)C)=O.C(#N)C1=NC=2C3=NC(=C(N=C3C3=NC(=C(N=C3C2N=C1C#N)C#N)C#N)C#N)C#N 2,3,6,7,10,11-hexacyano-1,4,5,8,9,12-Hexaazatriphenylene di-(4-iso-propylphenyl)-carbonate